OCCC(C)(C)NS(=O)(=O)C1=CC=C(C=C1)NC(C(CC(C)C)NC(C1=CC=CC=C1)=O)=O N-(1-((4-(N-(4-hydroxy-2-methylbutan-2-yl)sulfamoyl)phenyl)amino)-4-methyl-1-oxopent-2-yl)benzamide